5-(prop-1-en-2-yl)pyridin-2-amine C=C(C)C=1C=CC(=NC1)N